tert-butyl ((1r,3r)-3-(((2-(4-isopropylpiperidin-1-yl)pyrimidin-5-yl)amino)methyl)cyclobutyl)carbamate C(C)(C)C1CCN(CC1)C1=NC=C(C=N1)NCC1CC(C1)NC(OC(C)(C)C)=O